maleamide calcium [Ca].C(\C=C/C(=O)N)(=O)N